(R)-propane-2-sulfinamide CC(C)[S@@](=O)N